BrC1=CC(=C(C=C1)C1NC2=C(OC1)C=CC=C2)F 3-(4-bromo-2-fluorophenyl)-3,4-dihydro-2H-benzo[b][1,4]oxazine